BrC1=CC=C(C=2SC(=C(C21)C=O)C(=O)OCC)F ethyl 4-bromo-7-fluoro-3-formylbenzo[b]thiophene-2-carboxylate